C(=O)OC[C@H]1C(CC[C@H]2C(CCC[C@]12C)(C)C)=C ((1S,4aS,8aS)-5,5,8a-trimethyl-2-methylenedecahydronaphthalen-1-yl)methyl formate